ClC1=C(C=O)C=C(C(=C1)O)O 2-Chloro-4,5-dihydroxybenzaldehyde